4-(4-fluorophenyl)-1-methyl-5-({[6-(oxolane-2-carbonyl)-5H,6H,7H-pyrrolo[3,4-b]pyridin-2-yl]oxy}methyl)-1H-1,2,3-triazole FC1=CC=C(C=C1)C=1N=NN(C1COC1=CC=C2C(=N1)CN(C2)C(=O)C2OCCC2)C